FC1=C2[C@@H](COCC2=CC(=C1)C(F)(F)F)NC (S)-5-fluoro-N-methyl-7-(trifluoromethyl)isochroman-4-amine